2-(7-trifluoromethyl-chroman-4-ylidene)-N-((7R)-7-hydroxy-5,6,7,8-tetrahydronaphthalen-1-yl)acetamide FC(C1=CC=C2C(CCOC2=C1)=CC(=O)NC1=CC=CC=2CC[C@H](CC12)O)(F)F